C(C=C)(=O)OCCOC(C=C)=O (ethane-2,1-diyl) diacrylate